BrCCCN1C(C=2C(C1=O)=CC=CC2)=O N-(bromopropyl)phthalimide